1-phenyl-N-(2,3,6-trifluoro-4-(8-isopropyl-2-((4-((2-methoxyethyl)-(methyl)amino)cyclohexyl)amino)-7-oxo-7,8-dihydropyrido[2,3-d]pyrimidin-6-yl)phenyl)methanesulfonamide C1(=CC=CC=C1)CS(=O)(=O)NC1=C(C(=C(C=C1F)C1=CC2=C(N=C(N=C2)NC2CCC(CC2)N(C)CCOC)N(C1=O)C(C)C)F)F